ethyl 6-(5-fluoro-2-(((3S,4R)-3-hydroxytetrahydro-2H-pyran-4-yl) amino) pyrimidin-4-yl)-4-isopropylquinoline-3-carboxylate FC=1C(=NC(=NC1)N[C@H]1[C@@H](COCC1)O)C=1C=C2C(=C(C=NC2=CC1)C(=O)OCC)C(C)C